4-(2-(Methoxycarbonyl)hydrazine-1-carboxamido)benzoic acid COC(=O)NNC(=O)NC1=CC=C(C(=O)O)C=C1